OC1C(CN(CC1C=1C(=C2COC(C2=CC1)=O)C)CC=1C=NN(C1)C1=CC(=C(C=N1)C#N)C)(C)C 6-(4-((4-hydroxy-3,3-dimethyl-5-(4-methyl-1-oxo-1,3-dihydroisobenzofuran-5-yl)piperidin-1-yl)methyl)-1H-pyrazol-1-yl)-4-methylpyridine-3-carbonitrile